sodium 3-(2-naphthyl)-2-butenoate C1=C(C=CC2=CC=CC=C12)C(=CC(=O)[O-])C.[Na+]